CC(CC1C(OC(C1)=O)=O)=C 3-(2-methylallyl)tetrahydrofuran-2,5-dione